((2R,3S,4R,5S)-5-(1-ethynyl-2,4-dioxyl-1,2,3,4-tetrahydropyrimidin-5-yl)-3,4-dihydroxytetrahydrofuran-2-yl)methyltetrahydrofuran triphosphate OP(O)(=O)OP(=O)(O)OP(=O)(O)O.C(#C)N1C(NC(C(=C1)[C@H]1[C@@H]([C@@H]([C@H](O1)CC1OCCC1)O)O)O)O